ClC1=C(C#N)C=C(C(=C1)C=1C=C2C(=NN=C(C2=CC1)NCC1=C(C=C(C=C1)OC)OC)C)OC 2-chloro-4-[1-[(2,4-dimethoxyphenyl)methylamino]-4-methylphthalazin-6-yl]-5-methoxybenzonitrile